ClC1=NC=C2C=C(C(N(C2=C1)C)=O)C1=C(C=CC(=C1)F)C 7-chloro-3-(5-fluoro-2-methylphenyl)-1-methyl-1,6-naphthyridin-2(1H)-one